N-(1-(2-hydroxyethyl)piperidin-4-yl)pyrazine-2-carboxamide tert-butyl-(5-((3-amino-6-phenylpyridin-2-yl)amino)pyridin-2-yl)carbamate C(C)(C)(C)N(C(O)=O)C1=NC=C(C=C1)NC1=NC(=CC=C1N)C1=CC=CC=C1.OCCN1CCC(CC1)NC(=O)C1=NC=CN=C1